tartaric acid dihydrate O.O.C(C(O)C(O)C(=O)O)(=O)O